F[C@H]1COCC[C@@H]1OC=1C=C2C(=NC=NC2=CC1OC)C=1C(=NN(C1)C)C1=CC=CC=C1 |r| trans-rac-6-(((3S,4S)-3-fluorotetrahydro-2H-pyran-4-yl)oxy)-7-methoxy-4-(1-methyl-3-phenyl-1H-pyrazol-4-yl)quinazoline